ClC1=C(C=C2C(=NC(N3C2=C1SCC1(COC1)C3)=O)N3CCN(CC3)C(=O)OC(C)(C)C)C(F)(F)F tert-butyl 4-(11-chloro-6-oxo-10-(trifluoromethyl)-4,6-dihydro-2H-spiro[[1,4]thiazepino[2,3,4-ij]quinazoline-3,3'-oxetan]-8-yl)piperazine-1-carboxylate